D-alanyl-D-serine N[C@H](C)C(=O)N[C@H](CO)C(=O)O